[Si](C)(C)(C(C)(C)C)OCCNC 2-((tert-butyldimethylsilyl)oxy)-N-methylethane-1-amine